5-chloro-N-((1S,2R)-2-(3-chloro-6-fluoro-2-tolyl)-1-(5-oxo-4,5-dihydro-1,3,4-oxadiazol-2-yl)propyl)-4-hydroxy-4-methyl-d3-chroman-8-sulfonamide ClC1=C2C(CCOC2=C(C=C1)S(=O)(=O)N[C@@H]([C@H](C)C1=C(C(=CC=C1Cl)F)C)C=1OC(NN1)=O)(C([2H])([2H])[2H])O